1-(1-acetylpiperidin-4-yl)-3-((1-methyl-1H-pyrazol-4-yl)methyl)-N-(1-methylcyclopropyl)-2,4-dioxo-1,2,3,4-tetrahydrothieno[2,3-d]pyrimidine-6-sulfonamide trifluoroacetate FC(C(=O)O)(F)F.C(C)(=O)N1CCC(CC1)N1C(N(C(C2=C1SC(=C2)S(=O)(=O)NC2(CC2)C)=O)CC=2C=NN(C2)C)=O